6-oxo-5,6-dihydrophenanthridin O=C1NC=2C=CC=CC2C2=CC=CC=C12